3-methylazepan CC1CNCCCC1